NC(=O)C1=CC(=CC2=CN(N=C12)C1=CC=C(C[NH+]2CC(CCC2)CN(C)C)C=C1)F 1-{4-[7-(aminocarbonyl)-5-fluoro-2H-indazole-2-yl]benzyl}-3-[(dimethylamino)methyl]piperidinium